(Z)-2-(1-((S)-1-(2-chlorophenyl)-2-methoxy-2-oxoethyl)-4-(nitroso)piperidin-3-ylidene)acetic acid ClC1=C(C=CC=C1)[C@@H](C(=O)OC)N1C/C(/C(CC1)N=O)=C/C(=O)O